N-(2-(1-(3,5'-dichloro-4-((3,5-difluoropyridin-2-yl)methoxy-d2)-6-methyl-2-oxo-2H-[1,4'-bipyridin]-2'-yl)-4-fluoro-1H-pyrazol-3-yl)propan-2-yl)acetamide ClC=1C(N(C(=CC1OC([2H])([2H])C1=NC=C(C=C1F)F)C)C1=CC(=NC=C1Cl)N1N=C(C(=C1)F)C(C)(C)NC(C)=O)=O